C1(CC1)COC=1C=C(C=CC1OC(F)F)N[C@H]1C[C@@H](N(C1)C(C)=O)CO 1-((2R,4S)-4-((3-(cyclopropylmethoxy)-4-(difluoromethoxy)phenyl)amino)-2-(hydroxymethyl)pyrrolidin-1-yl)ethan-1-one